C(=C)OC(C(CCCCCC)(C)C)=O.[C-]1(C=CC=C1)P.[CH-]1C=CC=C1.[Fe+2].[Ir] iridium ferrocenyl-phosphine vinyl-2,2-dimethyloctanoate